C(#N)C=1C(=NN2C1C=CC=C2)NCC(C)(C)O 3-cyano((2-hydroxy-2-methylpropyl)amino)pyrazolo[1,5-a]pyridine